1,4-bis(4-n-decylphenyl)-1,4-dihydropyrrolo[3,2-b]pyrrole C(CCCCCCCCC)C1=CC=C(C=C1)N1C2=C(C=C1)N(C=C2)C2=CC=C(C=C2)CCCCCCCCCC